CN[C@@H](C)C(=O)O n-methyl-alanine